5-[bis(thenyl)aminocarbonyloxyethoxyethoxy]dimethylbenzylamine C1(=CC=CS1)CN(C(=O)OCCOCCOC=1C=CC=C(CN(C)C)C1)CC1=CC=CS1